4-(1,3-Dioxolan-2-yl)benzoic acid methyl ester COC(C1=CC=C(C=C1)C1OCCO1)=O